BrC=1C=C(C=CC1)\C(=C/C(=O)OCC)\C(F)(F)F Ethyl 3-(3-bromophenyl)-4,4,4-trifluorocrotonate